N'-heptyl-N'-methyl-methylmalonamide C(CCCCCC)N(C(C(C(=O)N)C)=O)C